FC1=CC=2C3CCC(OC[C@H]4[C@H](CCCN4C(COC2C=C1)=O)NCC1=NC(=CC=C1)OC)CC3 |o1:10,11| Rel-(1s,15S,16R,19s)-4-fluoro-15-{[(6-methoxypyridin-2-yl)methyl]amino}-8,18-dioxa-11-azatetracyclo[17.2.2.02,7.011,16]tricosa-2(7),3,5-trien-10-one